CCC(CC(CC)=O)=O.[Ag+] silver (I) 3,5-heptanedione